(R)-N'-((2-cyclopropyl-3-ethyl-6,7-dihydro-5H-cyclopenta[b]pyridin-4-yl)carbamoyl)-2-(2-hydroxypropan-2-yl)thiazole-5-sulfonimidamide C1(CC1)C1=C(C(=C2C(=N1)CCC2)NC(=O)N=[S@](=O)(N)C2=CN=C(S2)C(C)(C)O)CC